FC([C@@H]1N(CCNC1)CC(=O)OC)(F)F Methyl (R)-2-(2-(trifluoromethyl)piperazin-1-yl)acetate